styrene butyl-methacrylate C(CCC)OC(C(=C)C)=O.C=CC1=CC=CC=C1